tert-butyl 3-[(6-bromo-3H-benzimidazol-5-yl)oxy]pyrrolidine-1-carboxylate BrC=1C(=CC2=C(N=CN2)C1)OC1CN(CC1)C(=O)OC(C)(C)C